CC1=C(C(=NC=C1C(F)(F)F)N)C dimethyl-5-(trifluoromethyl)pyridin-2-amine